Cl.N[C@@H](CC(=O)OCC)C=1C=C(C=C(C1)C1CC1)C1=C(C=C(C=C1C)C)CCCCC=C Ethyl (S)-3-amino-3-(5-cyclopropyl-2'-(hex-5-en-1-yl)-4',6'-dimethyl-[1,1'-biphenyl]-3-yl)propanoate hydrochloride